N-[3-(2-chloro-5-fluorophenyl)-7-methoxy-2-[(4-methoxyphenyl)methyl]-1-oxo-3H-pyrrolo[3,4-f]quinolin-4-yl]carbamic acid tert-butyl ester C(C)(C)(C)OC(NC1=C2C(=C3C=CC(=NC3=C1)OC)C(N(C2C2=C(C=CC(=C2)F)Cl)CC2=CC=C(C=C2)OC)=O)=O